(s)-1,3,5-tris(3-(5-(trimethylstannyl)thiophen-2-yl)propyl)benzene C[Sn](C1=CC=C(S1)CCCC1=CC(=CC(=C1)CCCC=1SC(=CC1)[Sn](C)(C)C)CCCC=1SC(=CC1)[Sn](C)(C)C)(C)C